[N+](=O)([O-])C=1C=CC=2NC3=CC=CC=C3C2C1 3-Nitro-9H-carbazole